ClC1=C(C=C2CCCOC2=C1C=1C[C@@H](CNCC1)O)NC1=NC(=CC(=N1)C)NC |o1:13| Rel-(3S)-5-[7-chloro-6-[[4-methyl-6-(methylamino)pyrimidin-2-yl]amino]chroman-8-yl]-2,3,4,7-tetrahydro-1H-azepin-3-ol